(Z)-3-hexenoic acid (E)-3-hexenyl ester C(C\C=C\CC)OC(C\C=C/CC)=O